2-((2-(5-Acetaminopyridin-3-yl)benzo[d]thiazol-5-yl)oxy)-N-methylacetamide N(C(=O)C)C=1C=C(C=NC1)C=1SC2=C(N1)C=C(C=C2)OCC(=O)NC